O.[Cl-].[Cl-].C(C1=CC=CC=C1)[N+]1=CC=C(C=C1)C1=CC=[N+](C=C1)CC1=CC=CC=C1 1,1'-dibenzyl-4,4'-bipyridinium dichloride hydrate